FC(C1=CN=C2N1C=C(C=C2F)C=2C(=CN1N=C(N=C(C12)OC)NCC(C#N)(C)C)F)F 3-((5-(3-(difluoromethyl)-8-fluoroimidazo[1,2-a]pyridin-6-yl)-6-fluoro-4-methoxypyrrolo[2,1-f][1,2,4]triazin-2-yl)amino)-2,2-dimethylpropanenitrile